2-(3,5-dichloro-4-((3-(1-methylcyclopropyl)-2-oxo-2,3-dihydro-1H-benzo[d]imidazol-5-yl)oxy)phenyl)-3,5-dioxo-2,3,4,5-tetrahydro-1,2,4-triazine-6-carbonitrile ClC=1C=C(C=C(C1OC1=CC2=C(NC(N2C2(CC2)C)=O)C=C1)Cl)N1N=C(C(NC1=O)=O)C#N